4-chloro-4'-[(dimethylamino)methyl]-7-methylspiro[1,3-benzodioxole-2,1'-cyclohexane]-6-carboxylic acid ClC1=CC(=C(C=2OC3(CCC(CC3)CN(C)C)OC21)C)C(=O)O